N1(CCC2=CC=CC=C12)CC1=NC2=CC=C(C=C2C(N1)=O)OC(F)(F)F 2-(indolin-1-ylmethyl)-6-(trifluoromethoxy)-3H-quinazolin-4-one